ClC1=C(C=C(NCC2(CCCC2)C2=NC=CN=C2Cl)C=C1)F 4-chloro-N-((1-(3-chloropyrazin-2-yl)cyclopentyl)methyl)-3-fluoroaniline